(R)-(1-((1-(5-amino-3-(difluoromethyl)-2-fluorophenyl)ethyl)amino)-4-methyl-7-(methylamino)phthalazin-6-yl)(morpholino)methanone NC=1C=C(C(=C(C1)[C@@H](C)NC1=NN=C(C2=CC(=C(C=C12)NC)C(=O)N1CCOCC1)C)F)C(F)F